(3-(2-Bromoacetyl)bicyclo[1.1.1]pent-1-yl)carbamic acid benzyl ester C(C1=CC=CC=C1)OC(NC12CC(C1)(C2)C(CBr)=O)=O